ClC1=NC(=C(C(=C1F)N)I)C1CC1 2-chloro-6-cyclopropyl-3-fluoro-5-iodo-pyridin-4-amine